2-({[3-(benzyloxy)-2-(1,3-dioxolan-2-yl)phenyl]methyl}(methyl)amino)pyridine-4-carboxylic acid C(C1=CC=CC=C1)OC=1C(=C(C=CC1)CN(C1=NC=CC(=C1)C(=O)O)C)C1OCCO1